O=C1N(C(C2=CC=CC=C12)=O)CCCCOC=1C(=CC(=C(C(=O)OC)C1)NC(C#C)=O)OC methyl 5-(4-(1,3-dioxoisoindolin-2-yl)butoxy)-4-methoxy-2-propiolamidobenzoate